C(C1=CC=CC=C1)NC(C1=CC=C(C=C1)C=1OC(=CC1)C1N([C@@H]([C@H](N1)C1=CC=CC=C1)C1=CC=CC=C1)S(=O)(=O)C1=CC=C(C)C=C1)=O N-Benzyl-4-(5-((4R,5R)-4,5-diphenyl-1-tosylimidazolidin-2-yl)furan-2-yl)benzamide